2-chloro-4-[(E)-(3-methyl-1,2,4-thiadiazol-5-yl)diazenyl]phenol ClC1=C(C=CC(=C1)\N=N\C1=NC(=NS1)C)O